C(C)(=O)N1[C@H]([C@@H]([C@H](C2=CC(=CC=C12)C(=O)N)NC1=NC(=CC=C1)C)C)C (2S,3R,4R)-1-acetyl-2,3-dimethyl-4-((6-methylpyridin-2-yl)amino)-1,2,3,4-tetrahydroquinoline-6-carboxamide